6-(1-(trifluoromethyl)cyclopropyl)nicotinic acid FC(C1(CC1)C1=NC=C(C(=O)O)C=C1)(F)F